2-Chloro-4-((3s,5r)-4,4-difluoro-3,5-dimethylpiperidin-1-yl)pyrimidine-5-carbonitrile ClC1=NC=C(C(=N1)N1C[C@@H](C([C@@H](C1)C)(F)F)C)C#N